tert-butyl (3-((5-bromopyridin-2-yl)amino)-2-methylpropyl)carbamate BrC=1C=CC(=NC1)NCC(CNC(OC(C)(C)C)=O)C